N-methyltyrosine CN[C@@H](CC1=CC=C(C=C1)O)C(=O)O